(R)-1-chloro-3-(2,6-dichloro-4-((4-((S)-2-hydroxy-3-(ethylsulfonyl)propoxy)phenyl)sulfonyl)phenoxy)propan-2-ol ClC[C@@H](COC1=C(C=C(C=C1Cl)S(=O)(=O)C1=CC=C(C=C1)OC[C@@H](CS(=O)(=O)CC)O)Cl)O